N1CC(CCC1)CCC(=O)NC1=CC=NC=C1 3-(piperidin-3-yl)-N-(pyridin-4-yl)propanamide